2-(4-Chlorobenzyl)-4-(2,4-dichlorophenyl)imidazole ((3-((2,3,5,6-Tetrafluoro-[1,1'-biphenyl]-4-yl)carbamoyl)pyrazolo[1,5-a]pyrazin-2-yl)oxy)methyl-dihydrogenphosphate FC1=C(C(=C(C(=C1F)NC(=O)C=1C(=NN2C1C=NC=C2)OCOP(=O)(O)O)F)F)C2=CC=CC=C2.ClC2=CC=C(CC=1NC=C(N1)C1=C(C=C(C=C1)Cl)Cl)C=C2